n-methyl-6-(2-methyl-2H-indazol-5-yl)-N-(piperidin-4-yl)-1,3-benzothiazol-2-amine hydrochloride Cl.CN(C=1SC2=C(N1)C=CC(=C2)C2=CC1=CN(N=C1C=C2)C)C2CCNCC2